tert-butyl N-[4-[[2-[3-[1-(2,6-dioxo-3-piperidyl)-3-methyl-2-oxo-benzimidazol-5-yl] propoxy]ethyl-methyl-amino]methyl]cyclohexyl]carbamate O=C1NC(CCC1N1C(N(C2=C1C=CC(=C2)CCCOCCN(C)CC2CCC(CC2)NC(OC(C)(C)C)=O)C)=O)=O